ClC1=CC=C(C=C1)C1(N(C(C2=CC(=CC(=C12)F)C(C)(C1CCOCC1)O)=O)CC1=NC=C(C#N)C=C1)O 6-((1-(4-chlorophenyl)-7-fluoro-1-hydroxy-5-(1-hydroxy-1-(tetrahydro-2H-pyran-4-yl)ethyl)-3-oxoisoindolin-2-yl)methyl)nicotinonitrile